C(C)(=O)NC=1C=CC(=NC1)C=1C=C2CN(C(C2=CC1)=O)C(CCC(=O)OC(C)(C)C)C(=O)N tert-Butyl 4-(5-(5-acetamidopyridin-2-yl)-1-oxoisoindolin-2-yl)-5-amino-5-oxopentanoate